BrC=1C=C(C(=NC1)OC)NS(=O)(=O)C1=CC=C(C=C1)[N+](=O)[O-] N-(5-Bromo-2-methoxypyridin-3-yl)-4-nitrobenzenesulfonamide